C(=O)(OOOC(C)C)OC(=O)OOOC(C)C di(isopropylperoxy) dicarbonate